FC1=CC=C(C(=C1)F)C1=NC=CC=C1.FC1=CC=C(C(=C1)F)C1=NC=CC=C1.[Ir] iridium bis[2-(4,6-difluorophenyl)pyridine]